2-methyl-thiazole CC=1SC=CN1